(S)-3-(4-amino-7-methyl-5-(4-(pyrrolidine-1-carbonyl)phenyl)-7H-pyrrolo[2,3-d]pyrimidin-6-yl)pyrrolidine-1-carbonitrile NC=1C2=C(N=CN1)N(C(=C2C2=CC=C(C=C2)C(=O)N2CCCC2)[C@@H]2CN(CC2)C#N)C